ClC1=C(C2=C(C(N3[C@@H](CO2)CN(CC3)C(=O)OC(C)(C)C)=O)C(=N1)N1C(CC(C1)O)(C)C)F (6aR)-tert-butyl 3-chloro-4-fluoro-1-(4-hydroxy-2,2-dimethylpyrrolidin-1-yl)-12-oxo-6a,7,9,10-tetrahydro-6H-pyrazino[2,1-c]Pyrido[3,4-f][1,4]Oxazepine-8(12H)-carboxylate